S1C=NC2=C1C(=CC=C2)N benzo[d]thiazol-7-amine